tert-Butyl (2R,4R)-2-(((4-bromophenyl)amino)methyl)-4-(tosyloxy)pyrrolidine-1-carboxylate BrC1=CC=C(C=C1)NC[C@@H]1N(C[C@@H](C1)OS(=O)(=O)C1=CC=C(C)C=C1)C(=O)OC(C)(C)C